C(#N)CCNC(=O)N1CC=2NC(=NC2C1)C1=NNC2=CC(=CC=C12)C1=C(C=C(C(=C1)F)O)CC N-(2-cyanoethyl)-2-(6-(2-ethyl-5-fluoro-4-hydroxyphenyl)-1H-indazol-3-yl)-4,6-dihydropyrrolo[3,4-d]imidazol-5(1H)-carboxamide